4-bromo-3-chloro-2-fluoro-aniline BrC1=C(C(=C(N)C=C1)F)Cl